C(C=C)(=O)N1CC(N(CC1)C=1C2=C(N(C(N1)=O)C=1C(=NC=CC1C)C(C)C)N=C(C(=C2)C2CC2)C2=C(C=CC=C2)OC)C 4-(4-acryloyl-2-methylpiperazin-1-yl)-6-cyclopropyl-7-(2-methoxyphenyl)-1-(2-isopropyl-4-methylpyridin-3-yl)pyrido[2,3-d]pyrimidin-2(1H)-one